tert-butyl (3E)-3-{3-[(tert-butyldimethylsilyl)oxy]propylidene}-2-oxopyrrolidine-1-carboxylate [Si](C)(C)(C(C)(C)C)OCC\C=C/1\C(N(CC1)C(=O)OC(C)(C)C)=O